CNCC1CNCCO1 N-methyl-2-morpholinylmethylamine